6-methyl-N-(2,2-difluoro-3-(4-trifluoromethylphenyl)-3-hydroxybutyl)-2-fluoro-3-(2-(bis-boc-amino)-[1,2,4]triazolo[1,5-a]pyridin-7-yl)benzamide CC1=CC=C(C(=C1C(=O)NCC(C(C)(O)C1=CC=C(C=C1)C(F)(F)F)(F)F)F)C1=CC=2N(C=C1)N=C(N2)N(C(=O)OC(C)(C)C)C(=O)OC(C)(C)C